N-(3-((3,5-dimethyl-4-oxo-3,4-dihydroquinazolin-6-yl)oxy)-2,5-difluorophenyl)propane-1-sulfonamide CN1C=NC2=CC=C(C(=C2C1=O)C)OC=1C(=C(C=C(C1)F)NS(=O)(=O)CCC)F